(4-(5-fluoro-4-(3-(trifluoromethoxy)azetidine-1-carbonyl)pyrimidin-2-yl)piperazin-1-yl)methanone FC=1C(=NC(=NC1)N1CCN(CC1)C=O)C(=O)N1CC(C1)OC(F)(F)F